tert-butyl N-{1-hydroxy-2-[3-(trifluoromethoxy)phenyl]propan-2-yl}carbamate OCC(C)(C1=CC(=CC=C1)OC(F)(F)F)NC(OC(C)(C)C)=O